[N+](=O)([O-])C1=C(C=C(C=C1)N1[C@H](O[C@@H](C1)COC=1C=CC(=NC1)C#N)C(F)(F)F)C(F)(F)F 5-(((2R,5S)-3-(4-Nitro-3-(trifluoromethyl)phenyl)-2-(trifluoromethyl)oxazolidin-5-yl)methoxy)picolinonitril